ClC1=C(C=CC=C1)S(=O)(=O)NC1=NC=NN2C1=CC=C2C=2C=C1C=NC(=NC1=C(C2)CC)NC[C@@H]2CNCCC2 (S)-2-chloro-N-(7-(8-ethyl-2-((piperidin-3-ylmethyl)amino)quinazolin-6-yl)pyrrolo[2,1-f][1,2,4]triazin-4-yl)benzenesulfonamide